methyl quinoline-2(1H)-carboxylate N1C(C=CC2=CC=CC=C12)C(=O)OC